(2-fluoro-3-methoxypyridin-4-yl)boronic acid FC1=NC=CC(=C1OC)B(O)O